CC(=C)CCC(=C)C 2,5-dimethyl-1,5-hexadiene